[N+](=O)([O-])C1=C(N)C=C(C=C1)N1CCC2(COC2)CC1 2-nitro-5-(2-oxa-7-azaspiro[3.5]nonan-7-yl)aniline